CC1(N(CCC(C1)C1=CC2=C(N(C(O2)=O)C)C=C1)C(=O)NCCC1=CC=CC=C1)C 2,2-dimethyl-4-(3-methyl-2-oxo-1,3-benzooxazol-6-yl)-N-(2-phenylethyl)piperidine-1-carboxamide